CC1=C(C=CC=C1N)N 2-methyl-1,3-phenylenediamine